diethyl-(4-methoxybenzoyl)germanium C(C)[Ge](C(C1=CC=C(C=C1)OC)=O)CC